6-[5-Methyl-1-[1-(oxetan-3-yl)-4-piperidinyl]triazol-4-yl]-4-[1-[5-(trifluoromethyl)-3-pyridinyl]ethylamino]pyrazolo[1,5-a]pyridine-3-carbonitrile CC1=C(N=NN1C1CCN(CC1)C1COC1)C=1C=C(C=2N(C1)N=CC2C#N)NC(C)C=2C=NC=C(C2)C(F)(F)F